C(#N)C1=CC(=NC=C1)N1C=C(C2=C1N=CN=C2N2[C@H](CN(CC2)C(=O)OC(C)(C)C)C)C2=C(C=CC=C2)F tert-butyl (S)-4-(7-(4-cyanopyridin-2-yl)-5-(2-fluorophenyl)-7H-pyrrolo[2,3-d]pyrimidin-4-yl)-3-methylpiperazine-1-carboxylate